p-toluidine hydrogen fluoride salt F.NC1=CC=C(C=C1)C